2,5-dihydropyrrol N1CC=CC1